[2,4,6-tris(methoxymethoxy)phenyl]methanone COCOC1=C(C(=CC(=C1)OCOC)OCOC)C=O